ClC1=C(C(=NC(=N1)C1CC1)N1CC=2C=CC=NC2CC1)C 6-(6-chloro-2-cyclopropyl-5-methyl-pyrimidin-4-yl)-7,8-dihydro-5H-1,6-naphthyridine